2-decyl-7-phenyl[1]benzothiophene C(CCCCCCCCC)C=1SC2=C(C1)C=CC=C2C2=CC=CC=C2